NC1=C(C=C(C=N1)NC(C(=O)N1[C@H](CC([C@@H](C1)C)(F)F)C1=CC(=C(C=C1)F)F)=O)C N-(6-amino-5-methyl-3-pyridyl)-2-[(2R,5R)-2-(3,4-difluorophenyl)-4,4-difluoro-5-methyl-1-piperidyl]-2-oxo-acetamide